(2S)-4-(2-chloro-6-((1-(methoxycarbonyl)-1,2,3,4-tetrahydronaphthalene-1-yl)methyl)-5-nitropyrimidin-4-yl)-2-(cyanomethyl)piperazine-1-carboxylate ClC1=NC(=C(C(=N1)N1C[C@@H](N(CC1)C(=O)[O-])CC#N)[N+](=O)[O-])CC1(CCCC2=CC=CC=C12)C(=O)OC